FC1=CC=C(CNC2=NC=NC3=CC(=C(C=C23)OC2CC(C2)NC(C=C)=O)OC)C=C1 N-(3-((4-((4-fluorobenzyl)amino)-7-methoxyquinazolin-6-yl)oxy)cyclobutyl)acrylamide